C1(CC1)C1=CC=C(OCC(=O)NC23CC(C2)(C3)C=3OC(=NN3)C3(CCC3)OC(F)(F)F)C=C1 2-(4-cyclopropylphenoxy)-N-[3-[5-[3-cis-(trifluoromethoxy)cyclobutyl]-1,3,4-oxadiazol-2-yl]-1-bicyclo[1.1.1]pentanyl]acetamide